N-(6-(5-chloro-7-(1-cyanoethyl)-6-fluoro-1H-indazol-4-yl)imidazo[1,2-a]pyrazin-2-yl)-2-fluorocyclopropane-1-carboxamide ClC=1C(=C2C=NNC2=C(C1F)C(C)C#N)C=1N=CC=2N(C1)C=C(N2)NC(=O)C2C(C2)F